CC1=CC(=NC(=N1)C1=CC=CC=C1)N1CCC(CC1)C(=O)N 1-(6-methyl-2-phenylpyrimidin-4-yl)piperidine-4-carboxamide